C(C(=C)C)(=O)OC[SiH2]N[SiH2]N[SiH2]N[SiH3] methacryloxymethyl-tetrasilazane